C(CCCCCNC(C(F)(F)F)=O)NC(C(F)(F)F)=O N,N'-(hexane-1,6-diyl)bis(2,2,2-trifluoroacetamide)